C(#N)C1=CC(=C(OCC2=CC=CC(=N2)OC2CCN(CC2)CC2=NC3=C(N2C[C@H]2OCC2)C=C(C=C3F)C(=O)OC)C=C1)F methyl (S)-2-((4-((6-((4-cyano-2-fluorophenoxy) methyl) pyridin-2-yl) oxy) piperidin-1-yl) methyl)-4-fluoro-1-(oxetan-2-ylmethyl)-1H-benzo[d]imidazole-6-carboxylate